C1(=C(C(=C(C(=C1[2H])[2H])[2H])[2H])[2H])C1=C(C(=CC=C1)C1=C(C(=C(C(=C1[2H])[2H])[2H])[2H])[2H])NC=1C(=CC=CC1)NC1=CC(=CC=C1)OC1=CC=2N(C3=C(C=CC=C3C2C=C1)C1=CC=CC=C1)C1=NC=CC(=C1)C(C)(C)C N1-([1,1':3',1''-terphenyl]-2'-yl-2,2'',3,3'',4,4'',5,5'',6,6''-d10)-N2-(3-((9-(4-(tert-butyl)pyridin-2-yl)-8-phenyl-9H-carbazol-2-yl)oxy)phenyl)benzene-1,2-diamine